[Cl-].C[Si](C)(C)[Hf+2][Si](C)(C)C.[Cl-] bis(trimethylsilyl)hafnium (IV) chloride